5-amino-2-(dimethylamino)pyridin-1-ium-4-carboxylic acid NC=1C(=CC(=[NH+]C1)N(C)C)C(=O)O